2,6-Dibenzyloxy-3-(4-bromo-2,6-difluoro-phenyl)pyridine C(C1=CC=CC=C1)OC1=NC(=CC=C1C1=C(C=C(C=C1F)Br)F)OCC1=CC=CC=C1